2'-chloro-N-(5-(6-hydroxyspiro(3.3)heptan-2-yl)-1,3,4-thiadiazol-2-yl)-5'-methoxy-6-methyl-(4,4'-bipyridine)-3-carboxamide ClC1=NC=C(C(=C1)C1=C(C=NC(=C1)C)C(=O)NC=1SC(=NN1)C1CC2(C1)CC(C2)O)OC